C12CC3CCC3CC2CC1 tricyclo[6.2.0.03,6]decaN